(R)-4-(4-((1H-Imidazol-2-yl)methyl)-1-((5-methoxy-7-methyl-1H-indol-4-yl)methyl)piperazin-2-yl)benzoic acid N1C(=NC=C1)CN1C[C@H](N(CC1)CC1=C2C=CNC2=C(C=C1OC)C)C1=CC=C(C(=O)O)C=C1